3-(4-(4,4,5,5-tetramethyl-1,3,2-dioxaborolan-2-yl)-1H-pyrazol-1-yl)pyrrolidine-1-carboxylate CC1(OB(OC1(C)C)C=1C=NN(C1)C1CN(CC1)C(=O)[O-])C